4-hydroxy-cyclohexyl-4-hydroxyphenyl-methane OC1CCC(CC1)CC1=CC=C(C=C1)O